NC1=CC=C(C=C1)C(C(=O)OCC)(CC)O ethyl 2-(4-aminophenyl)-2-hydroxy-butanoate